NC1=NC=C(C2=C1COC2)NC(C(=O)N2C(CCC(C2)C)C=2C=C1C(=CC2)NC(C12CCN(CC2)C)=O)=O N-(4-amino-1,3-dihydrofuro[3,4-c]pyridin-7-yl)-2-(5-methyl-2-(1'-methyl-2-oxospiro[indol-3,4'-piperidin]-5-yl)piperidin-1-yl)-2-oxoacetamide